bismuth bis(trichloroacetic acid) ClC(C(=O)O)(Cl)Cl.ClC(C(=O)O)(Cl)Cl.[Bi]